2-{3-[(3S)-3-{[(oxetan-4-yl)amino]methyl}pyrrolidin-1-yl]-1,2,4-triazin-6-yl}-5-(1H-pyrazol-4-yl)phenol O1CCC1NC[C@H]1CN(CC1)C=1N=NC(=CN1)C1=C(C=C(C=C1)C=1C=NNC1)O